C[C@@]12COC=C([C@]13CC([C@H](CC2)C3)(C)C)CCCC (1R,6S,9R)-6,10,10-trimethyl-2-butyl-oxatricyclo[7.2.1.01,6]dodec-2-ene